8-(((S)-1-((2S,4R)-2-(((R)-1-(4-ethynylphenyl)-2-hydroxyethyl)carbamoyl)-4-hydroxypyrrolidin-1-yl)-3,3-dimethyl-1-oxobutan-2-yl)amino)-8-oxooctanoic acid C(#C)C1=CC=C(C=C1)[C@H](CO)NC(=O)[C@H]1N(C[C@@H](C1)O)C([C@H](C(C)(C)C)NC(CCCCCCC(=O)O)=O)=O